ClC1=NC=CC(=C1OCC1=C2C=CN(C2=CC=C1)C(=O)OC(C)(C)C)I tert-butyl 4-(((2-chloro-4-iodopyridin-3-yl) oxy) methyl)-1H-indole-1-carboxylate